2-{3-[(4-methanesulfonyl-2-methoxyphenyl)amino]prop-1-yn-1-yl}-N-(1-methylpiperidin-4-yl)-1-[(oxiran-2-yl)methyl]-1H-indol-4-amine CS(=O)(=O)C1=CC(=C(C=C1)NCC#CC=1N(C=2C=CC=C(C2C1)NC1CCN(CC1)C)CC1OC1)OC